P1(=CCCC1)=O Phospholen oxide